BrC1=CC=CC(=N1)OCC=1C(=CC(=NC1)C(F)(F)F)CCO 2-[5-[(6-bromo-2-pyridyl)oxymethyl]-2-(trifluoromethyl)-4-pyridyl]ethanol